5-((2,4-difluorobenzyl)oxy)-2,3-dihydro-1H-inden-1-one FC1=C(COC=2C=C3CCC(C3=CC2)=O)C=CC(=C1)F